(R)-2-(2-((6-(1-aminoisoquinolin-7-yl)-2,3-dihydro-1H-inden-1-yl)oxy)-6-(trifluoromethoxy)phenyl)acetic acid ethyl ester C(C)OC(CC1=C(C=CC=C1OC(F)(F)F)O[C@@H]1CCC2=CC=C(C=C12)C1=CC=C2C=CN=C(C2=C1)N)=O